C1CC2C(CC1CCCCCCCCOC(CO)CO)C3C2C4C3CC4 The molecule is a 2-alkylglycerol in which glycerol is linked to 8-[3]-ladderane-octanyl via an ether-bond at position 2. Glycerols, substituted by ladderanes are core lipids of anammox bacteria. It is a ladderane and a 2-alkylglycerol.